(2S)-2-[[(2S)-2-amino-3-(3,4-dihydroxyphenyl)propanoyl]amino]-3-(3-hydroxy-4-phosphonooxyphenyl)propanoic acid N[C@H](C(=O)N[C@H](C(=O)O)CC1=CC(=C(C=C1)OP(=O)(O)O)O)CC1=CC(=C(C=C1)O)O